BrCC#C 3-bromo-1-propyne